isoquinoline-7-ylboronic acid C1=NC=CC2=CC=C(C=C12)B(O)O